C1(CC1)C1=CC(=NN1CC(=O)N1CCC(CC1)C1=CC(=NC=C1)C(=O)NC1CCCC2=CC=CC=C12)C(F)F 4-[1-[2-[5-cyclopropyl-3-(difluoromethyl)pyrazol-1-yl]acetyl]-4-piperidinyl]-N-tetrahydronaphthalen-1-ylpyridin-2-carboxamide